2-Ethyl-4-(4-(4-ethylpiperazine-1-carbonyl)benzyl)-1,2,4-thiadiazolidine-3,5-dione C(C)N1SC(N(C1=O)CC1=CC=C(C=C1)C(=O)N1CCN(CC1)CC)=O